(S)-2-(2,2,2-trifluoroacetyl)-N-(1-(4-(trifluoromethyl)phenyl)ethyl)-1,2,3,4-tetrahydroisoquinoline-6-sulfonamide FC(C(=O)N1CC2=CC=C(C=C2CC1)S(=O)(=O)N[C@@H](C)C1=CC=C(C=C1)C(F)(F)F)(F)F